C(Cl)(Br)C(F)(F)F anti-halothane